(R)-N-(1-(2-chloro-3-(pyrrolidine-1-carbonyl)phenyl)-1,4,5,7-tetrahydropyrano[3,4-c]pyrazol-4-yl)-5,6,7,8-tetrahydroimidazo[1,5-a]pyridine-1-carboxamide ClC1=C(C=CC=C1C(=O)N1CCCC1)N1N=CC2=C1COC[C@@H]2NC(=O)C=2N=CN1C2CCCC1